(1s,4s)-2'-bromo-4-(3-chloroanilino)-5',6'-dimethylspiro[cyclohexane-1,1'-indene]-4-carboxylic acid methyl ester COC(=O)C1(CCC2(C(=CC3=CC(=C(C=C23)C)C)Br)CC1)NC1=CC(=CC=C1)Cl